C(C)N1C2CCC3NCC(C(NC[C@H](OC4CCC(CC4C1)F)C)=O)N3N2 (11R)-2-ethyl-6-fluoro-11-methyl-14-oxo-10-oxa-2,13,17,21,22-pentaazatetracyclo[13.5.2.04,9.018,22]Docosane